tert-butyl 4-(4-(8-(1-methyl-1H-pyrazol-4-yl)-3H-pyrrolo[2,3-c]isoquinolin-1-yl)cyclohexane-1-carbonyl)piperazine-1-carboxylate CN1N=CC(=C1)C1=CC=2C3=C(N=CC2C=C1)NC=C3C3CCC(CC3)C(=O)N3CCN(CC3)C(=O)OC(C)(C)C